C(C=C)OCCOCCC(=O)OC methyl 3-(2-(allyloxy)ethoxy)propanoate